tert-butyl (R)-3-(4-(6-((6-amino-2-(difluoromethyl)pyrimidin-4-yl)amino)-4-methoxypyridin-3-yl)-1H-pyrazol-1-yl)pyrrolidine-1-carboxylate NC1=CC(=NC(=N1)C(F)F)NC1=CC(=C(C=N1)C=1C=NN(C1)[C@H]1CN(CC1)C(=O)OC(C)(C)C)OC